NC=1N=NC(=CC1C1=CCN(CC1)C(C(C)(C)O)=O)C1=C(C=CC=C1)O 1-(4-(3-amino-6-(2-hydroxyphenyl)pyridazin-4-yl)-5,6-dihydropyridin-1(2H)-yl)-2-hydroxy-2-methylpropan-1-one